2-[(4-{6-[(4-Chloro-2-fluorobenzyl)oxy]pyridin-2-yl}piperazin-1-yl)methyl]-1-(1,3-oxazol-5-ylmethyl)-1H-benzimidazol ClC1=CC(=C(COC2=CC=CC(=N2)N2CCN(CC2)CC2=NC3=C(N2CC2=CN=CO2)C=CC=C3)C=C1)F